2-(p-tert-butylphenyl)-acetic acid methyl ester COC(CC1=CC=C(C=C1)C(C)(C)C)=O